FC1(CCN(CC1)C1=NC(=CC(=N1)C=1C=NNC1)C)F 4-(2-(4,4-difluoropiperidin-1-yl)-6-methylpyrimidin-4-yl)-1H-pyrazole